cyclohexyl (bis(4-nitrophenoxy)phosphoryl)-L-alaninate [N+](=O)([O-])C1=CC=C(OP(=O)(OC2=CC=C(C=C2)[N+](=O)[O-])N[C@@H](C)C(=O)OC2CCCCC2)C=C1